ethyl 2-(4-(((tert-butoxycarbonyl)amino)methyl)-2-((7-(3-(((tert-butoxycarbonyl)amino)methyl)phenyl)-2-methylbenzofuran-5-yl)methoxy)phenyl)acetate C(C)(C)(C)OC(=O)NCC1=CC(=C(C=C1)CC(=O)OCC)OCC=1C=C(C2=C(C=C(O2)C)C1)C1=CC(=CC=C1)CNC(=O)OC(C)(C)C